NC1=NC(=C(C=2N1C=C(N2)C(=O)NCC)C2=C(C=NC=C2)Cl)C2=CC(=CC=C2)C#N 5-amino-7-(3-cyanophenyl)-N-ethyl-8-(3-chloropyridin-4-yl)imidazo[1,2-c]pyrimidine-2-carboxamide